CC=1\C(\C(N(N1)C1=CC=CC=C1)=O)=C/C1C(=NN(C1=O)C1=CC=CC=C1)C (4E)-5-methyl-4-[(3-methyl-5-oxo-1-phenyl-4H-pyrazol-4-yl)methylidene]-2-phenylpyrazol-3-one